OCCOC1=CC=C(C=C1)C=1C=C2C(=NC=NN2C1)C1=CC(=C(C=C1)CNC(OC(C)(C)C)=O)C tert-butyl N-[[4-[6-[4-(2-hydroxyethoxy)phenyl]pyrrolo[2,1-f][1,2,4]triazin-4-yl]-2-methyl-phenyl]methyl]carbamate